tert-Butyl (2R,5S)-4-(3-(azetidin-1-yl)-1-(3-fluorophenyl)-1H-pyrrolo[3,2-c]pyridin-4-yl)-2,5-dimethylpiperazine-1-carboxylate N1(CCC1)C1=CN(C2=C1C(=NC=C2)N2C[C@H](N(C[C@@H]2C)C(=O)OC(C)(C)C)C)C2=CC(=CC=C2)F